4-(4-((tert-butoxycarbonyl)amino)-1-methyl-1H-pyrazol-5-yl)butanoic acid methyl ester COC(CCCC1=C(C=NN1C)NC(=O)OC(C)(C)C)=O